NCCOCCCOCCOCCOCCN1N=C(C(=C1)[N+](=O)[O-])C(=O)N 1-[2-[2-[2-[3-(2-Aminoethoxy)propoxy]ethoxy]ethoxy]ethyl]-4-nitro-pyrazole-3-carboxamide